(Z)-3-[4-(dimethylamino)benzylidene]indol-2-one CN(C1=CC=C(\C=C\2/C(NC3=CC=CC=C23)=O)C=C1)C